[1-(methylaminomethyl)cyclopropyl]methanol CNCC1(CC1)CO